hydroxy(p-toluenesulfonyloxy)iodine OIOS(=O)(=O)C1=CC=C(C)C=C1